[Zn+2].CNC1=CC=C(C(=O)N[C@@H](CCC(=O)[O-])C(=O)[O-])C=C1 L-para-methylaminobenzoyl-glutamic acid zinc salt